hexachlorocoronene ClC1=C(C2=C(C(=C3C(=C(C4=CC=C5C=CC6=CC=C1C=1C2=C3C4=C5C16)Cl)Cl)Cl)Cl)Cl